C1(=CC=CC=C1)C1=NOC(=N1)NC(=O)NC=1C=C(C=CC1)C[C@H](C(=O)O)[C@@H]1CNCC1 (2S)-3-[3-[(3-Phenyl-1,2,4-oxadiazol-5-yl)carbamoylamino]phenyl]-2-[(3R)-pyrrolidin-3-yl]propanoic acid